3-amino-2'-cyano-4'-fluoro-2-iodo-6-(trifluoromethyl)-[1,1'-biphenyl]-4-carboxylic acid NC=1C(=C(C(=CC1C(=O)O)C(F)(F)F)C1=C(C=C(C=C1)F)C#N)I